ClC1=C(C=CC(=C1)Cl)C1C(C1)C(=O)O 2-(2,4-dichlorophenyl)cyclopropane-1-carboxylic acid